COC=1C=C(C=CC1)C(=O)N1CCC(CC1)CCCCNC(=O)C1=CC=2C=NC=CC2N1 N-(4-{1-[(3-methoxyphenyl)carbonyl]piperidin-4-yl}butyl)-1H-pyrrolo[3,2-c]pyridine-2-carboxamide